5-[3-fluoro-2-methoxy-4-(trifluoromethoxy)phenoxy]-3-methoxy-2-(trifluoromethyl)pyridine-4-carboxylic acid FC=1C(=C(OC=2C(=C(C(=NC2)C(F)(F)F)OC)C(=O)O)C=CC1OC(F)(F)F)OC